ClC=1C(=NC(=NC1[2H])N[C@H]1CN(CC1)C(=O)C1=CC=C(C=C1)NC(C=C)=O)[2H] (R)-N-(4-(3-((5-chloropyrimidin-2-yl-4,6-d2)amino)pyrrolidine-1-carbonyl)phenyl)acrylamide